N1C=CC2=CC=CC(=C12)S(=O)(=O)Cl Indole-7-sulfonyl chloride